rac-3-chloro-2-(2-fluorobenzyl)-6-((1R,5S,6R)-1-methyl-3-oxabicyclo[3.1.0]hexan-6-yl)-2,6-dihydro-7H-pyrazolo[3,4-d]pyridazin-7-one ClC=1N(N=C2C(N(N=CC21)[C@@H]2[C@H]1COC[C@@]21C)=O)CC2=C(C=CC=C2)F |r|